C1(CCCCC1)O.[Si].[Cu] copper-silicon cyclohexanol